1-vinyl-3-naphthylmethylimidazole chloride [Cl-].C(=C)N1CN(C=C1)CC1=CC=CC2=CC=CC=C12